C1CNPC1 Azaphospholane